4-bromo-2-cyano-N-((2S,4R)-2-cyclopentyltetrahydro-2H-pyran-4-yl)-5-((1-methylpiperidin-4-yl)amino)furo[2,3-c]pyridine-7-carboxamide BrC1=C2C(=C(N=C1NC1CCN(CC1)C)C(=O)N[C@H]1C[C@H](OCC1)C1CCCC1)OC(=C2)C#N